(p-methoxyphenyl) phosphate P(=O)(OC1=CC=C(C=C1)OC)([O-])[O-]